CC1CC2C(NC(N2)=O)CO1 6-methylhexahydropyrano[3,4-d]Imidazole-2(3H)-on